oleyl palmitate C(CCCCCCCCCCCCCCC)(=O)OCCCCCCCC\C=C/CCCCCCCC